ClC1=C(C=O)C=CC(=C1)OC1=NC=CC=C1 2-chloro-4-(pyridin-2-yloxy)benzaldehyde